CN1N=CC=2NC(CCCC21)=O 1-methyl-7,8-dihydropyrazolo[4,3-b]azepin-5(1H,4H,6H)-one